1-((1-(((tert-butyldimethylsilyl)oxy)methyl)cyclobutyl)methyl)-6-chloro-3-(3-((methylsulfonyl)methyl)azetidine-1-yl)-1H-pyrazolo[4,3-c]pyridine [Si](C)(C)(C(C)(C)C)OCC1(CCC1)CN1N=C(C=2C=NC(=CC21)Cl)N2CC(C2)CS(=O)(=O)C